FC(C(=O)[O-])(F)F.ClC1=C(C=C(C=C1)C1(C[NH2+]C1)OC)OC 3-(4-chloro-3-methoxyphenyl)-3-methoxyazetidinium trifluoroacetate